ClC=1C(=CC(=C(OC=2C=C(C=CC2)S(=NC(C(F)(F)F)=O)(=O)C)C1)C)N=CN(C)CC N-((3-(5-chloro-4-(((ethyl(methyl)amino)methylene)amino)-2-methylphenoxy)phenyl)(methyl)(oxo)-λ6-sulfaneylidene)-2,2,2-trifluoroacetamide